BrC1=CC=C(C(=N1)F)/C=C/C(=O)OCC (E)-Ethyl 3-(6-bromo-2-fluoropyridin-3-yl)acrylate